3-methoxy-4-(trifluoromethoxy)picolinic acid Ethyl-3-methoxy-4-(trifluoromethoxy)picolinate C(C)OC(C1=NC=CC(=C1OC)OC(F)(F)F)=O.COC=1C(=NC=CC1OC(F)(F)F)C(=O)O